8-chloro-N-(1-(methylsulfonyl)piperidin-4-yl)-7-(1H-pyrazol-4-yl)-[1,2,4]triazolo[1,5-C]pyrimidin-2-amine ClC=1C=2N(C=NC1C=1C=NNC1)N=C(N2)NC2CCN(CC2)S(=O)(=O)C